2-(2,6-Dimethyl-4-((5-oxo-4-(3-(trifluoromethyl)phenyl)-4,5-dihydro-1H-1,2,4-Triazol-1-yl)methyl)phenoxy)-2-methylpropionic acid ethyl ester C(C)OC(C(C)(C)OC1=C(C=C(C=C1C)CN1N=CN(C1=O)C1=CC(=CC=C1)C(F)(F)F)C)=O